ClC1=C(C=CC(=C1)C)C1=NNC2=NC=C(C=C21)C2=CC=C(C=C2)N2CCN(CC2)C 3-(2-chloro-4-methylphenyl)-5-(4-(4-methylpiperazin-1-yl)phenyl)-1H-pyrazolo[3,4-b]pyridine